6-chloro-1-(3,5-dimethyl-4-pyridinyl)-7-(2-fluoro-6-hydroxyphenyl)-4-((2S)-2-methyl-4-(2-propenoyl)-1-piperazinyl)pyrido[2,3-d]pyrimidin-2(1H)-one ClC1=CC2=C(N(C(N=C2N2[C@H](CN(CC2)C(C=C)=O)C)=O)C2=C(C=NC=C2C)C)N=C1C1=C(C=CC=C1O)F